C(C)(C)(C)NC(=O)N1CC=2N(CC1)C(=C(C2C(=O)N)C2=CC1=CC=CC=C1C=C2)C2CC2 N2-tert-butyl-6-cyclopropyl-7-(naphthalen-2-yl)-3,4-dihydropyrrolo[1,2-a]pyrazine-2,8(1H)-dicarboxamide